2-(((1-(pyrrolidin-1-yl))methylcyclopropan-1-yl)methoxy)pyridine N1(CCCC1)CC1(CC1)COC1=NC=CC=C1